4-(3-(cyclohex-1-en-1-yl)-1-isobutyl-1H-pyrrolo[2,3-b]pyridine-6-carbonyl)-3,3-dimethylpiperazin-2-one C1(=CCCCC1)C1=CN(C2=NC(=CC=C21)C(=O)N2C(C(NCC2)=O)(C)C)CC(C)C